{2-[5-(3,5-dichlorophenylamino)-2-fluorophenyl]-acetylamino}acetic acid ClC=1C=C(C=C(C1)Cl)NC=1C=CC(=C(C1)CC(=O)NCC(=O)O)F